OC1(C(N(CC1)C)=O)C1=CC(=CC=C1)N1N=C(C=C1)C1=CN(C2=NC=CC=C21)S(=O)(=O)C2=CC=C(C)C=C2 3-Hydroxy-1-methyl-3-(3-(3-(1-tosyl-1H-pyrrolo[2,3-b]pyridin-3-yl)-1H-pyrazol-1-yl)phenyl)pyrrolidin-2-one